(Z)-20-((4-methoxybenzyl) oxy)-3-nonyleicosa-13-enoate COC1=CC=C(COCCCCCC\C=C/CCCCCCCCCC(CC(=O)[O-])CCCCCCCCC)C=C1